(9R,13S)-13-[4-(5-chloro-2-phenylphenyl)-6-oxo-1,6-dihydropyrimidin-1-yl]-3,9-dimethyl-3,4,7,15-tetraazatricyclo[12.3.1.02,6]Octadec-1(18),2(6),4,14,16-pentaen-8-one ClC=1C=CC(=C(C1)C=1N=CN(C(C1)=O)[C@H]1CCC[C@H](C(NC=2C=NN(C2C=2C=CN=C1C2)C)=O)C)C2=CC=CC=C2